2-{[7-amino-4-(1-methyl-1H-indazol-6-yl)-1-oxo-2,3-dihydro-1H-isoindol-2-yl]methyl}-3-(piperidin-1-yl)propanenitrile NC=1C=CC(=C2CN(C(C12)=O)CC(C#N)CN1CCCCC1)C1=CC=C2C=NN(C2=C1)C